FC(C=1C(=C(C=CC1)[C@@H](C)NC=1C2=C(N=C(N1)C)N=CC(=C2)C=2CCN(CC2)C(C)=O)F)F (R)-1-(4-(4-(1-(3-(difluoromethyl)-2-fluorophenyl)ethylamino)-2-methylpyrido[2,3-d]pyrimidin-6-yl)-3,6-dihydropyridin-1(2H)-yl)ethan-1-one